5-ethynyl-6-fluoro-4-(8-fluoro-2-{[(2R,7aS)-2-fluorotetrahydro-1H-pyrrolizin-7a(5H)-yl]methoxy}-4-{3-[(methanesulfonyl)methyl]piperidin-1-yl}pyrido[4,3-d]pyrimidin-7-yl)naphthalen-2-ol C(#C)C1=C2C(=CC(=CC2=CC=C1F)O)C1=C(C=2N=C(N=C(C2C=N1)N1CC(CCC1)CS(=O)(=O)C)OC[C@]12CCCN2C[C@@H](C1)F)F